COC1CN(C1)C=1C=C2C(N(C(C2=CC1)=O)CC1=CC2=C(NC(O2)=O)C=C1)C 6-((5-(3-methoxyazetidin-1-yl)-3-methyl-1-oxoisoindolin-2-yl)methyl)benzo[d]oxazol-2(3H)-one